FC(C(C(C(F)(F)F)(C(F)(F)F)F)=O)(F)F 1,1,1,3,4,4,4-Heptafluoro-3-(trifluoromethyl)-2-butanon